(S)-5-((S)-sec-butyl)-3-(4-(2,4-difluorophenoxy)-3-(6-methyl-7-oxo-6,7-dihydro-1H-pyrrolo[2,3-c]pyridin-4-yl)phenyl)imidazolidine-2,4-dione [C@H](C)(CC)[C@H]1C(N(C(N1)=O)C1=CC(=C(C=C1)OC1=C(C=C(C=C1)F)F)C=1C2=C(C(N(C1)C)=O)NC=C2)=O